3-Phenyl-4,5,6,7-tetrahydro-1H-indole-2-carboxylic acid C1(=CC=CC=C1)C1=C(NC=2CCCCC12)C(=O)O